C(C)C1CCN(C1)C(=O)[O-] 4-ethylpyrrolidine-1-carboxylate